(±)-cis-9-cyano-3-[3-(4-chloro-1H-pyrrol-2-yl)-1,2,4-oxadiazol-5-yl]-1,3,4,11,12,12a-hexahydropyrido[1,2-b][2]benzazepin-6(2H)-one C(#N)C=1C=CC2=C(CC[C@H]3N(C2=O)C[C@@H](CC3)C3=NC(=NO3)C=3NC=C(C3)Cl)C1 |r|